2-(difluoromethyl)-5-(4-methylsulfanylpyrimidin-2-yl)imidazo[2,1-b]thiazole FC(C1=CN2C(S1)=NC=C2C2=NC=CC(=N2)SC)F